C(C)C=1C(=C(C=CC1)O)CC.[K] potassium diethylphenol